NC1=NC(=C2N=CN(C2=N1)[C@H]1C=C[C@H](C1)COP(=O)(OC1=C(C=CC=C1)Cl)N[C@@H](C)C(=O)OC(C)C)Cl Isopropyl ((((1S,4R)-4-(2-amino-6-chloro-9H-purin-9-yl)cyclopent-2-en-1-yl)methoxy)(2-chlorophenoxy)phosphoryl)-L-alaninate